[C@H]12COC[C@@H]2C1NC(=O)C1=CN=C2N1N=C(C=C2NC)NC2=CC(=CC=C2)C2=NC=C(C=C2)C=O N-((1R,5S,6s)-3-oxabicyclo[3.1.0]hex-6-yl)-6-((3-(5-formylpyridin-2-yl)phenyl)amino)-8-(methylamino)imidazo[1,2-b]pyridazine-3-carboxamide